1-(1H-Pyrazol-4-ylmethyl)-3-[4-(pyrimidine-2-sulfonyl)-phenyl]-urea N1N=CC(=C1)CNC(=O)NC1=CC=C(C=C1)S(=O)(=O)C1=NC=CC=N1